copper cobalt palladium zinc [Zn].[Pd].[Co].[Cu]